ClC=1C(=NC(=NC1)NC1=CC=C2CCN(CC2=C1)C)N1OCCC1C1=CC=CC=C1 N-(5-chloro-4-(3-phenylisooxazolidin-2-yl)pyrimidin-2-yl)-2-methyl-1,2,3,4-tetrahydroisoquinoline-7-amine